C(#N)C1=CC=C(OC=2C=CC3=C(COB3O)C2)C=C1 5-(4-cyanophenoxy)-1,3-dihydro-1-hydroxy-2,1-benzoxaborole